(3R)-3-({2-[2-(1,1,2,2-tetrafluoroethoxy)phenyl][1,2,4]triazolo[1,5-c]quinazolin-5-yl}amino)azepan-2-one FC(C(F)F)(OC1=C(C=CC=C1)C1=NN2C(=NC=3C=CC=CC3C2=N1)N[C@H]1C(NCCCC1)=O)F